1'-METHYL-N-(1-METHYL-1H-INDAZOL-7-YL)-6'-OXO-1',6'-DIHYDRO-[BIPYRIDINE]-5-SULFONAMIDE CN1C(=CC=CC1=O)C1=NC=C(C=C1)S(=O)(=O)NC=1C=CC=C2C=NN(C12)C